8-(2-fluoro-4-(2-morpholinoethoxy)phenyl)-N-(4-morpholinophenyl)pyrido[3,4-d]pyrimidin-2-amine FC1=C(C=CC(=C1)OCCN1CCOCC1)C1=NC=CC2=C1N=C(N=C2)NC2=CC=C(C=C2)N2CCOCC2